N(C1=CC=CC=C1)C(COC1=CC=C(C=C1)C(/C=C/C1=CC=C(C(=O)O)C=C1)=O)=O 4-[(E)-3-[4-(2-Anilino-2-oxoethoxy)phenyl]-3-oxoprop-1-enyl]benzoic acid